(S)-3-(1-aminoethyl)-8-((5,6-dihydro-4H-pyrrolo[1,2-b]pyrazol-3-yl)ethynyl)-2-Phenylisoquinolin-1(2H)-one N[C@@H](C)C=1N(C(C2=C(C=CC=C2C1)C#CC1=C2N(N=C1)CCC2)=O)C2=CC=CC=C2